6,7,8-trimethoxy-1-(4-methoxyphenyl)-2-methyl-4,5-dihydro-2H-benzo[e]indazole COC1=C(C(=CC=2C3=C(N(N=C3CCC21)C)C2=CC=C(C=C2)OC)OC)OC